OCC=1N=C2N(C=CC=C2)C1 (hydroxymethyl)imidazo[1,2-a]pyridin